3-((6-((tetrahydro-2H-pyran-2-yl)oxy)hexyl)oxy)phenol O1C(CCCC1)OCCCCCCOC=1C=C(C=CC1)O